ClC=1C=C2C=NC(=NC2=CC1N1CCN(CC1)C1(COC1)C)NC1=CC(=NS1)C 6-chloro-7-[4-(3-methyloxetan-3-yl)piperazin-1-yl]-N-(3-methyl-1,2-thiazol-5-yl)quinazolin-2-amine